C(CCCCCCC)(=O)O.C(CCCCCCC)(=O)O.OCC(O)CO.OCC(O)CO.OCC(O)CO triglycerol dicaprylate